C(=O)C1CCN1C(=O)[O-] 4-Formylazetidine-1-carboxylate